N1N=CC2=C(C=CC=C12)CN1N=CC2=C(C1=O)N(C1=C2SC(=N1)C)C 6-((1H-indazol-4-yl)methyl)-2,4-dimethyl-4,6-dihydro-5H-thiazolo[5',4':4,5]pyrrolo[2,3-d]pyridazin-5-one